FC(C(=O)O)(F)F.O=C1N(C(=CN=C1NCCC1=CC=CC=C1)C1=CC=CC=C1)CC(=O)N 2-(2-oxo-3-(phenethylamino)-6-phenylpyrazin-1(2H)-yl)acetamide trifluoroacetate